5-(8-fluoro-2-methylimidazo[1,2-a]pyridin-6-yl)-2-[3-(4-methylpiperazin-1-yl)-1,2,4-triazin-6-yl]pyridin-3-ol FC=1C=2N(C=C(C1)C=1C=C(C(=NC1)C1=CN=C(N=N1)N1CCN(CC1)C)O)C=C(N2)C